(E)-1-[4-[[1-[(4-Bromophenyl)methyl]triazol-4-yl]methoxy]-2-hydroxyphenyl]-3-(4-propan-2-ylphenyl)prop-2-en-1-one BrC1=CC=C(C=C1)CN1N=NC(=C1)COC1=CC(=C(C=C1)C(\C=C\C1=CC=C(C=C1)C(C)C)=O)O